nitrogen, sodium salt [Na].[N]